ethyl 4-oxo-pentanoate (ethyl levulinate) C(C)C(C(=O)O)CC(=O)C.O=C(CCC(=O)OCC)C